CO[C@@H]1C=CC([C@H](O1)C)=O (2R,6S)-6-methoxy-2-methyl-6H-pyran-3-one